8-fluoro-3-(1H-imidazol-1-yl)indolo[2,1-b]quinazoline-6,12-dione FC=1C=C2C(C3=NC4=CC(=CC=C4C(N3C2=CC1)=O)N1C=NC=C1)=O